6-(quinuclidin-2-ylmethyl)pyridin-2-ol N12C(CC(CC1)CC2)CC2=CC=CC(=N2)O